Cl.COCC1(CC1)N 1-(methoxymethyl)cyclopropan-1-amine hydrochloride